NC1CCC(CC1)CN1C(C=2C=C(C=CC2C2=C1N=C(N=C2)NCCCC)CN2CCOCC2)=O 5-((4-Aminocyclohexyl)methyl)-3-(butylamino)-8-(morpholinomethyl)pyrimido[4,5-c]isoquinolin-6(5H)-one